OC1=C(C=CC(=C1)C(F)(F)F)C=1C2=C(C(=NN1)N[C@H]1CN(CCC1)CC(=O)O)COC2 [(3R)-3-({4-[2-hydroxy-4-(trifluoromethyl)phenyl]-5H,7H-furo[3,4-d]pyridazine-1-yl}amino)piperidin-1-yl]acetic acid